CC1=NC2=C(C=CC=C2C=C1)[O-] 2-Methyl-8-quinolinolat